3-(((3-(diethylamino)propoxy)carbonyl)oxy)-2-(((5-heptyldodecanoyl)oxy)methyl)propyl (9Z,12Z)-octadeca-9,12-dienoate C(CCCCCCC\C=C/C\C=C/CCCCC)(=O)OCC(COC(=O)OCCCN(CC)CC)COC(CCCC(CCCCCCC)CCCCCCC)=O